C[NH+](CC(CC)(CO)CO)C N,N-dimethyl-N-(2,2'-dihydroxymethylbutyl)ammonium